1-bromo-3-(cyclopropylmethoxy)-5-(methylsulfanyl)benzene BrC1=CC(=CC(=C1)SC)OCC1CC1